C(C1=CC=CC=C1)(=O)C1=CC=NC=C1 4-benzoylpyridine